methyl 2-((1R,5S,6S)-6-fluoro-3-(2-((S)-2-methylazetidin-1-yl)-6-(trifluoromethyl)pyrimidin-4-yl)-3-azabicyclo[3.1.0]hexan-6-yl)acetate FC1([C@@H]2CN(C[C@H]12)C1=NC(=NC(=C1)C(F)(F)F)N1[C@H](CC1)C)CC(=O)OC